FC(C12CC(C1)(C2)NC(C(N2CC([C@@H]([C@@]21CC(CC1)(F)F)O)(F)F)=O)=O)(F)F N-(3-(trifluoromethyl)bicyclo[1.1.1]pentan-1-yl)-2-oxo-2-((4R,5R)-3,3,7,7-tetrafluoro-4-hydroxy-1-azaspiro[4.4]nonan-1-yl)acetamide